(2,6-dimethyl-6,7-dihydrothiazolo[5,4-c]pyridin-5(4H)-yl)methanone CC=1SC=2CN(C(CC2N1)C)C=O